2-amino-2-(2-bromophenyl)acetonitrile hydrochloride Cl.NC(C#N)C1=C(C=CC=C1)Br